C\C(=C/C)\C=C(\C=C(\C=C/CC)/C)/C (2E,4E,6E,8Z)-3,5,7-trimethyl-2,4,6,8-undecatetraene